1,1-Dimethoxypropane-2-one COC(C(C)=O)OC